5-(4-morpholino-6-(piperazin-1-ylmethyl)thieno[3,2-d]pyrimidin-2-yl)pyrimidin-2-amine O1CCN(CC1)C=1C2=C(N=C(N1)C=1C=NC(=NC1)N)C=C(S2)CN2CCNCC2